allyl-3-methylimidazolium C(C=C)C=1NC=C[N+]1C